(2-Methylbenzimidazol-1-yl)acetonitrile CC1=NC2=C(N1CC#N)C=CC=C2